C(C1=CC=CC=C1)(C1=CC=CC=C1)C1=C(NC(C)C2=NC(=CC=C2)C(C)NC2=C(C=CC=C2CC)CC)C(=CC(=C1)C(C)(C)C)C(C1=CC=CC=C1)C1=CC=CC=C1 2-(1-(2,6-bis(benzhydryl)-4-tert-butyl-anilino)ethyl)-6-(1-(2,6-diethyl-anilino)ethyl)pyridine